FC(CN1C(=NC=2C1=NC(=CN2)C=2C=CN1N=C(N=CC12)NC1C[C@@H]2[C@@H](CN(C2)C(C)=O)C1)C)F 1-((3aR,5r,6aS)-5-((5-(1-(2,2-difluoroethyl)-2-methyl-1H-imidazo[4,5-b]pyrazin-6-yl)pyrrolo[2,1-f][1,2,4]triazin-2-yl)amino)hexahydrocyclopenta[c]pyrrol-2(1H)-yl)ethan-1-one